2-(4-(4-propenoyl-1-piperazinyl)-7-chloro-1-methoxy-6-phthalazinyl)-3-fluorophenol C(C=C)(=O)N1CCN(CC1)C1=NN=C(C2=CC(=C(C=C12)C1=C(C=CC=C1F)O)Cl)OC